5-(3-(Difluoromethoxy)phenyl)-N-(3-(2-hydroxypropyl)-1,2,4-thiadiazol-5-yl)-2-(trifluoro-methyl)furan-3-carboxamide FC(OC=1C=C(C=CC1)C1=CC(=C(O1)C(F)(F)F)C(=O)NC1=NC(=NS1)CC(C)O)F